FC1=C(C=C(C(=O)N[C@@H]2[C@H](CCCC2)O)C=C1)\C=C(\C=1C=NC=C(C1)F)/F 4-fluoro-3-[(Z)-2-fluoro-2-(5-fluoropyridin-3-yl)vinyl]-N-[(1S,2S)-2-hydroxycyclohexyl]benzamide